[Re](=O)(=O)(=O)[O-].[Ag+] silver(I) perrhenate